N[C@@H]1CN(CC1)C1=C(C=NC(=C1C1=CC(=CC(=C1)F)OC(F)F)C)C(=O)N[C@H](C(F)(F)F)C 4-[(3S)-3-aminopyrrolidin-1-yl]-5-[3-(difluoromethoxy)-5-fluorophenyl]-6-methyl-N-[(2S)-1,1,1-trifluoropropan-2-yl]pyridine-3-carboxamide